C(C)OC(=O)C1=CC=CC2=C1N(C(=N2)OCC)CC2=CC=C(C=C2)C2=C(C=CC=C2)C2=NOC(N2)=O 2-ethoxy-1-[[2'-(4,5-dihydro-5-oxo-1,2,4-oxadiazol-3-yl)biphenyl-4-yl]methyl]-1H-benzimidazole-7-carboxylic acid ethyl ester